(2-(4-(2-chloro-4-fluorophenyl)piperazin-1-yl)ethoxy)benzonitrile ClC1=C(C=CC(=C1)F)N1CCN(CC1)CCOC1=C(C#N)C=CC=C1